C(N)([O-])=O cis-carbamate